BrC1=CN=C2C(=N1)N(N=N2)C(C)C2=C(C=C(C=C2)Cl)Cl 6-bromo-1-(1-(2,4-dichlorophenyl)ethyl)-1H-[1,2,3]triazolo[4,5-b]pyrazine